COC1=C(C(=CC(=C1)OC)OC)C(C(=O)NCC1=C2CN(C(C2=CC=C1)=O)C1C(NC(CC1)=O)=O)=O 2-(2,4,6-trimethoxyphenyl)-N-((2-(2,6-dioxopiperidin-3-yl)-1-oxoisoindolin-4-yl)-methyl)-2-oxoacetamide